C(C)(=O)OCC=1NC(=C(C(C1C(=O)OCC)C1=C(C(=CC(=C1)F)F)C(CF)F)C(=O)OC)CF 3-Ethyl 5-methyl 2-(acetoxymethyl)-4-(2-(1,2-difluoroethyl)-3,5-difluorophenyl)-6-(fluoromethyl)-1,4-dihydropyridine-3,5-dicarboxylate